FC1=CC(=C(C=C1)NC=1C(=NC=C(N1)C(F)(F)F)C(=O)NC=1C(=NC(=CC1)OC)C)C 3-((4-fluoro-2-methylphenyl)-amino)-N-(6-methoxy-2-methylpyridin-3-yl)-5-(tri-fluoromethyl)-pyrazine-2-carboxamide